2-(3',5'-Di-tert-amyl-2'-hydroxyphenyl)benzotriazole C(C)(C)(CC)C=1C(=C(C=C(C1)C(C)(C)CC)N1N=C2C(=N1)C=CC=C2)O